[K].NC1=NN=NN1 5-aminotetrazole potassium salt